1-((1S,3S)-3-butyl-6-methoxy-1-(2-methylpyridin-4-yl)-3,4-dihydroisoquinolin-2(1H)-yl)-3-(trimethylsilyl)prop-2-yn-1-one C(CCC)[C@@H]1N([C@H](C2=CC=C(C=C2C1)OC)C1=CC(=NC=C1)C)C(C#C[Si](C)(C)C)=O